4-(4-(4-chloro-3-(2,4-diOxotetrahydropyrimidin-1(2H)-yl)phenyl)piperazin-1-yl)n-butyraldehyde ClC1=C(C=C(C=C1)N1CCN(CC1)CCCC=O)N1C(NC(CC1)=O)=O